C(C)OC(C[C@@H](C1=CC(=C(C=C1)OC)F)N1CC(C1)CCCCC1=CC=C2CCCN(C2=N1)C(=O)OC(C)(C)C)=O (S)-tert-Butyl 7-(4-(1-(3-ethoxy-1-(3-fluoro-4-methoxyphenyl)-3-oxopropyl)azetidin-3-yl)butyl)-3,4-dihydro-1,8-naphthyridine-1(2H)-carboxylate